N1C=C(C2=NC=CC=C21)NC(C(=O)NCCOC2=CC=C(C=C2)C(F)(F)F)=O N1-(1H-pyrrolo[3,2-b]pyridin-3-yl)-N2-(2-(4-(trifluoromethyl)phenoxy)ethyl)oxalamide